17-(6-hydroxyhexyloxy)-10,13-dimethyl-3-oxohexadecahydro-1H-cyclopenta[a]phenanthrene-2-carbaldehyde OCCCCCCOC1CCC2C3CCC4CC(C(CC4(C3CCC12C)C)C=O)=O